[Cl-].OC[N+](C)(C)CC oxyl-ethyl-trimethyl-ammonium chloride